N[C@@H](C(=O)OCN1N=CC(=C1)C=1SC=C(N1)C(NC=1C(=NN(C1)C1CCC(CC1)OCC)C1=NC(=CC=C1F)F)=O)C(C)(C)C (4-(4-((3-(3,6-difluoropyridin-2-yl)-1-((1r,4r)-4-ethoxycyclohexyl)-1H-pyrazol-4-yl)carbamoyl)thiazol-2-yl)-1H-pyrazol-1-yl)methyl (R)-2-amino-3,3-dimethylbutanoate